OC[C@H](C[C@H]1C(NCC1)=O)NC([C@H](CC(C)C)NC(OC([2H])([2H])C12CCC(CC1)(CC2)CCCCC)=O)=O (4-Pentylbicyclo[2.2.2]octan-1-yl)methyl-d2 ((S)-1-(((S)-1-hydroxy-3-((S)-2-oxopyrrolidin-3-yl)propan-2-yl)amino)-4-methyl-1-oxopentan-2-yl)carbamate